C(C)(C)(C)OC(=O)N1C[C@H](CC1)C(NCC=1C(NC(=NN1)N)=O)=O (S)-3-(((3-amino-5-oxo-4,5-dihydro-1,2,4-triazin-6-yl)methyl)carbamoyl)pyrrolidine-1-carboxylic acid tert-butyl ester